C1=CC=CC=2C3=CC=CC=C3N(C12)C=1C(=C(C=C(C1)C)CCN(CCCN(C)CCC1=C(C(=CC(=C1)C)N1C2=CC=CC=C2C=2C=CC=CC12)OCOC)C)OCOC N,N'-bis(3-(9H-carbazol-9-yl)-2-(methoxymethoxy)-5-methylphenylethyl)-N,N'-dimethylpropane-1,3-diamine